2'-(methoxymethyl)-[1,1'-biphenyl] COCC1=C(C=CC=C1)C1=CC=CC=C1